CC1(CC1)C1=NC(=NO1)C(=O)[O-].[K+].NCCCNCCNCCCN 1,2-bis(3-amino-propyl-amino)ethane Potassium 5-(1-methylcyclopropyl)-1,2,4-oxadiazole-3-carboxylate